F[B-](F)(F)F.C(C)#N.C(C)#N.C(C)#N.C(C)#N.[Cu+] copper (I) tetra(acetonitrile) tetrafluoroborate